6-cyclopropyl-1-methylpyrido[3,4-d]pyridazine-4,7(3H,6H)-dione C1(CC1)N1C=C2C(NN=C(C2=CC1=O)C)=O